The molecule is a 1-(alk-1-enyl)-2-acyl-sn-glycero-3-phosphoethanolamine in which the alkyl and the acyl groups at positions 1 and 2 are specified as (1Z)-octadecenyl and hexadecanoyl respectively. It has a role as a mouse metabolite. It derives from a hexadecanoic acid. CCCCCCCCCCCCCCCC/C=C\\OC[C@H](COP(=O)(O)OCCN)OC(=O)CCCCCCCCCCCCCCC